C1=CC=CC=2C3=CC=CC=C3C(C12)COC(=O)NCCCC(=O)NC1=CC(=C(C(=O)OC)C=C1)C#CCNC(=O)OC(C)(C)C methyl 4-(4-((((9H-fluoren-9-yl)methoxy)carbonyl)amino)butanamido)-2-(3-((tert-butoxycarbonyl)amino)prop-1-yn-1-yl)benzoate